ClC1=CC=C(C=C1)C1=CN=C2SC(=NN21)NCC=2C=NC=CC2 5-(4-chlorophenyl)-N-(3-pyridylmethyl)imidazo[2,1-b][1,3,4]thiadiazol-2-amine